tert-Butyl 4-(2-(tert-butoxycarbonyl)-5-(hydroxyamino)-5-oxopentyl)benzoate C(C)(C)(C)OC(=O)C(CC1=CC=C(C(=O)OC(C)(C)C)C=C1)CCC(=O)NO